1-(2-(3,8-diazabicyclo[3.2.1]octan-8-yl)-6,7-dihydrothiazolo[5,4-c]pyridin-5(4H)-yl)-2,3,3-trimethylbutan-1-one C12CNCC(CC1)N2C=2SC=1CN(CCC1N2)C(C(C(C)(C)C)C)=O